COC(C1=NC=C(C=C1)C=1SC2=C(N1)C=C(C=C2)OC)=O 5-(5-methoxybenzo[d]thiazol-2-yl)picolinic acid methyl ester